ClC=1C=C2C=C(NC2=CC1C=1N=CN(C1)C1CC1)CNC(C)=O N-((5-chloro-6-(1-cyclopropyl-1H-imidazol-4-yl)-1H-indol-2-yl)methyl)acetamide